2-deoxy-2-[[(methyl-nitrosoamino)carbonyl]-amino]-D-glucopyranose CN(C(=O)N[C@H]1C(O)O[C@@H]([C@H]([C@@H]1O)O)CO)N=O